2-(1-(Cyclopropylmethyl)-1H-pyrrolo[2,3-b]pyridin-2-yl)-4-fluoro-3-methylpyrazolo[1,5-a]pyridine-6-carboxylic acid C1(CC1)CN1C(=CC=2C1=NC=CC2)C2=NN1C(C(=CC(=C1)C(=O)O)F)=C2C